FC1=C(C(=CC(=C1F)C=O)C#N)O 2,3-difluoro-4-formyl-6-cyanophenol